FC1(CC(CNC1)NC(=O)C=1N(N=C2C=CC(=CC12)OCC1=NC=CC=C1)C)F N-(5,5-difluoropiperidin-3-yl)-2-methyl-5-[(pyridin-2-yl)methoxy]-2H-indazole-3-carboxamide